NC1=CC=C(OC2CC(C2)CNC(OC(C)(C)C)=O)C=C1 tert-butyl (((1s,3s)-3-(4-aminophenoxy)cyclobutyl)methyl)carbamate